C(C)(C)(C)OC(=O)N[C@H]([C@@H](CC(=O)OCC)O)[C@H](CC)C ethyl (3R,4S,5S)-4-((tert-butoxycarbonyl) amino)-3-hydroxy-5-methylheptanoate